Cl.FC1=CSC2=C1CC(CC2)NC 3-fluoro-N-methyl-4,5,6,7-tetrahydrobenzothiophen-5-amine hydrochloride